bis(2-methyl-2-propyl)-(2-methyl-1-propyl)aluminum CC(C)(C)[Al](CC(C)C)C(C)(C)C